C(CCCCCCC\C=C\CCC)=O (E)-9-tridecenal